3-((1-((1R,3s,5S)-8-azabicyclo[3.2.1]octan-3-yl)-1H-pyrazol-4-yl)oxy)-5-bromopyrazin-2-amine hydrochloride Cl.[C@H]12CC(C[C@H](CC1)N2)N2N=CC(=C2)OC=2C(=NC=C(N2)Br)N